C(C1=CC=CC=C1)N1N=CC(=C1)B1OC(C(O1)(C)C)(C)C 1-benzyl-4-(4,4,5,5-tetramethyl-1,3,2-dioxaborolan-2-yl)-1H-pyrazole